C1(C=2C(C(N1C(C(=O)OO)CCCC)=O)=CC=CC2)=O E-phthalimidoperoxyhexanoic acid